(E)-1-[(5-nitro-2-furyl)methylidene-amino]imidazolidine-2,4-dione [N+](=O)([O-])C1=CC=C(O1)\C=N\N1C(NC(C1)=O)=O